3-(5-amino-2-((3,6-dimethylpyridin-2-yl)methoxy)-8-(3-methylpyridin-4-yl)-[1,2,4]triazolo[1,5-c]pyrimidin-7-yl)benzonitrile NC1=NC(=C(C=2N1N=C(N2)OCC2=NC(=CC=C2C)C)C2=C(C=NC=C2)C)C=2C=C(C#N)C=CC2